((6-(4-chlorobenzyl)pyridin-2-yl)methyl)acrylic acid trifluoroacetic acid salt FC(C(=O)O)(F)F.ClC1=CC=C(CC2=CC=CC(=N2)CC(C(=O)O)=C)C=C1